5,6-dichloro-1-(1-(4-chloro-2-fluorobenzyl)piperidin-4-yl)-3-(2-morpholinoethyl)-1,3-dihydro-2H-benzo[d]imidazol-2-one ClC1=CC2=C(N(C(N2CCN2CCOCC2)=O)C2CCN(CC2)CC2=C(C=C(C=C2)Cl)F)C=C1Cl